(S)-2-(1,2-dihydroxyethyl)pyrrolidine-1-carboxylic acid tert-butyl ester C(C)(C)(C)OC(=O)N1[C@@H](CCC1)C(CO)O